CC(=C)CC 2-methyl-butene